FC=1C=C2C=NN(C2=CC1N)COCC[Si](C)(C)C 5-fluoro-1-((2-(trimethylsilyl)ethoxy)methyl)-1H-indazol-6-amine